4-bromo-3-(4-phenoxyphenyl)isoquinolin-1(2H)-one BrC1=C(NC(C2=CC=CC=C12)=O)C1=CC=C(C=C1)OC1=CC=CC=C1